(R)-6-bromo-N-(1-(6-methylpyridazin-3-yl)ethyl)-8-((tetrahydro-2H-pyran-4-yl)oxy)quinazolin-4-amine BrC=1C=C2C(=NC=NC2=C(C1)OC1CCOCC1)N[C@H](C)C=1N=NC(=CC1)C